NC1=C2C(=NC=N1)N(N=C2C2=CC=C(C=C2)OC2=CC=CC=C2)C2CN(CCC2)CCCCCC(=O)NC2=C(C=CC=C2)N 6-(3-(4-amino-3-(4-phenoxyphenyl)-1H-pyrazolo[3,4-d]pyrimidin-1-yl)piperidin-1-yl)-N-(2-aminophenyl)hexanamide